[K+].CC=1NC=C(N1)CC(=O)[O-] (2-methyl-1H-imidazol-4-yl)acetic acid potassium salt